germanium (tetrakis(dimethylamino)germanium) CN(C)[Ge](N(C)C)(N(C)C)N(C)C.[Ge]